methyl 4-[4-[tert-butoxycarbonyl(methyl)amino]-4-methyl-1-piperidyl]-6-fluoro-2-methyl-indazole-7-carboxylate C(C)(C)(C)OC(=O)N(C1(CCN(CC1)C=1C2=CN(N=C2C(=C(C1)F)C(=O)OC)C)C)C